5-((2-(1-(trideuteromethyl)-1H-pyrazol-4-yl)pyridin-4-yl)oxy)pyridin-2-amine [2H]C(N1N=CC(=C1)C1=NC=CC(=C1)OC=1C=CC(=NC1)N)([2H])[2H]